C[N+](CCCCCCCCCCCCCCCC)(CCCCCCCCCCCCCCCC)CCCCCCCCCCCCCCCC methyltris(cetyl)ammonium